CC1=CC=C(C=C1)N(C2=CC=CC=C2)C3=CC=C(C=C3)C 4,4'-dimethyltriphenylamine